OC(C(=O)OCCC)C Propyl 2-hydroxypropionate